N-(4-(4-amino-5-(4-((1-methylazetidin-3-yl)oxy)phenyl)pyrazolo[5,1-f][1,2,4]triazin-6-yl)phenyl)acrylamide NC1=NC=NN2C1=C(C(=N2)C2=CC=C(C=C2)NC(C=C)=O)C2=CC=C(C=C2)OC2CN(C2)C